FC1=C(C(=CC(=C1)NC1CN(C1)CCCF)F)[C@@H]1N(C(CC2=C1NC1=CC=CC=C21)(C)C)CC(CO)(F)F (S)-3-(1-(2,6-difluoro-4-((1-(3-fluoropropyl)azetidin-3-yl)amino)phenyl)-3,3-dimethyl-3,4-dihydro-1H-pyrido[3,4-b]indol-2(9H)-yl)-2,2-difluoropropan-1-ol